2,3,4,5,6-pentafluorophenyl-boric acid FC1=C(C(=C(C(=C1F)F)F)F)OB(O)O